C(C)(C)(C)OC(=O)N1CC(C1)NC(C1=C(C=NC=C1NC1=C(C=C(C=C1)I)F)Cl)=O 3-(3-chloro-5-((2-fluoro-4-iodophenyl)amino)isonicotinamido)azetidine-1-carboxylic acid tert-butyl ester